NC1=NC(N(C=N1)[C@H]1C[C@@H]([C@H](S1)CO[P@](=O)(OC1=CC=CC=C1)N[C@@H](C)C(=O)[O-])O)=O ((S)-(((2R,3S,5R)-5-(4-amino-2-oxo-1,3,5-triazin-1(2H)-yl)-3-hydroxytetrahydrothiophen-2-yl) methoxy) (phenoxy) phosphoryl)-L-alaninate